[Zr].[Eu].[Y] Yttrium-europium-zirconium